N1=CC(=CC=C1)NC(C1=NC=CC=C1)=O N-(pyridine-3-yl)picolinamide